ClC=1C=2N(C=CN1)C(=CN2)C2=C(C(=C(C=C2)O)F)F 4-(8-chloroimidazo[1,2-a]pyrazin-3-yl)-2,3-difluoro-phenol